C1(CC1)C1=NC=C(C=N1)[C@@H](CC1=NC(=NC(=N1)N[C@@H](CO)CC(C)C)NS(=O)(=O)C)C |o1:9| N-(4-((R*)-2-(2-Cyclopropylpyrimidin-5-yl)propyl)-6-(((R)-1-hydroxy-4-methylpentan-2-yl)amino)-1,3,5-triazin-2-yl)methanesulfonamide